octyl-DECYL-SILANE C(CCCCCCC)[SiH2]CCCCCCCCCC